(2,6-diethyl-3-methoxyphenyl)-2-methylpyrimidin-4-amine C(C)C1=C(C(=CC=C1OC)CC)C=1C(=NC(=NC1)C)N